N(=[N+]=[N-])[C@@H]1[C@H]([C@@H](SC=2C(=NC=C(C2)Br)C#N)O[C@@H]([C@@H]1O)CO)O 5-Bromo-2-cyanopyridin-3-yl 3-azido-3-deoxy-1-thio-α-D-galactopyranoside